ClC=1C=C2C3=C(NC2=C(C1)C1=CC=C(C=C1)CC(=O)N1CCC(CC1)N1CCCC1)C(=NC=C3)C 2-[4-(6-Chloro-1-methyl-9H-pyrido[3,4-b]indol-8-yl)-phenyl]-1-(4-pyrrolidin-1-yl-piperidin-1-yl)-ethanone